C(CCCCCC=CCCC=CCCCCCCC(=O)NN)C(=O)NN 7,11-octaDecadiene-1,18-dicarbohydrazide